C(CCCCCC)C(SC=1SC(=NN1)S)(C1=CC=CC=C1)O 2-(Heptylhydroxyphenylmethylthio)-5-mercapto-[1,3,4]-thiadiazol